BrC1=C2CN(C(C2=CC(=C1)C(F)(F)F)=O)C1C(NC(CC1)=O)=O 3-(4-bromo-1-oxo-6-(trifluoromethyl)isoindolin-2-yl)piperidine-2,6-dione